3-(5-cyano-2-methoxy-phenyl)pyridine-4-carboxylic acid methyl ester COC(=O)C1=C(C=NC=C1)C1=C(C=CC(=C1)C#N)OC